7-bromo-6-(bromomethyl)-2-chloro-3-isopropyl-4-(4-methoxyphenyl)quinoline tris(1-pentyl)phosphate C(CCCC)OP(=O)(OCCCCC)OCCCCC.BrC1=C(C=C2C(=C(C(=NC2=C1)Cl)C(C)C)C1=CC=C(C=C1)OC)CBr